di(2-ethylhexyl)(n-hexyl)cyclohexane C(C)C(CC1(CCC(CC1)CCCCCC)CC(CCCC)CC)CCCC